FC(OC1=C(C=CC=C1)NC(=O)C=1C2=C(SC1NC(C)=O)CCCCC2)(F)F 2-acetylamino-5,6,7,8-tetrahydro-4H-cyclohepta[b]thiophene-3-carboxylic acid (2-trifluoromethoxy-phenyl)-amide